N-(4-cyano-2,6-diisopropylphenyl-carbamoyl)-4-(2-hydroxypropan-2-yl)furan-2-sulfonamide C(#N)C1=CC(=C(C(=C1)C(C)C)NC(=O)NS(=O)(=O)C=1OC=C(C1)C(C)(C)O)C(C)C